(2-amino-4-(trifluoromethoxy)phenyl)(4-(5-fluoro-2-(morpholin-2-yl)-1H-pyrrolo[2,3-b]pyridin-4-yl)piperidin-1-yl)methanone NC1=C(C=CC(=C1)OC(F)(F)F)C(=O)N1CCC(CC1)C1=C2C(=NC=C1F)NC(=C2)C2CNCCO2